vanadium (V)-iron [Fe+2].[V+5]